O(S(=O)(=O)C(F)(F)F)C=1C(CN(CC1)CC1=CC=CC=C1)C 1-Benzyl-3-methyl-1,2,3,6-tetrahydropyridin-4-yl triflate